(1S,2R,4aS,6aS,6bR,8aR,14aR,14bR,16bS)-1,2,6a,6b,9,9,14a-heptamethyl-13-morpholino-1,2,3,4,4a,5,6,6a,6b,7,8,8a,9,14,14a,14b,15,16b-octadecahydrochryseno[1,2-g]Quinazolin C[C@H]1[C@@H](CC[C@H]2CC[C@]3([C@@]4(CC[C@@H]5[C@](CC=6C(=NC=NC6C5(C)C)N5CCOCC5)([C@H]4CC=C3[C@H]12)C)C)C)C